OC[C@]1(N2[C@H](CC(C1=O)C[C@H]2C(C)C)C(C)C)COC (1R,2S,4S,6R,7S)-2-(hydroxymethyl)-6,7-diisopropyl-2-(methoxymethyl)quinuclidin-3-one